NCC1=CC=C(C=C1)NC(=O)C1=CC2=C(OCCC3=C2SC=C3)C=C1C=1C(=NC(=CC1)C(NC13C[C@@]2(CC(CC(C1)C2)(C3)C)C)=O)C(=O)O 3-(9-((4-(aminomethyl)phenyl)carbamoyl)-4,5-dihydrobenzo[b]thieno[2,3-d]oxepin-8-yl)-6-(((1R,3S)-3,5-dimethyladamantan-1-yl)carbamoyl)picolinic acid